[C@H](C)(CC)[C@@H]1N(CC2=C(NC1=O)C=CC=C2)C([C@@](CC)(C)O)=O (S)-3-((S)-sec-butyl)-4-((S)-2-hydroxy-2-methylbutanoyl)-1,3,4,5-tetrahydro-2H-benzo[e][1,4]diazepin-2-one